CO\N=C\1/NC2=C(C=C(C=C2C(N1CC=1C=NN(C1)C)=O)S(=O)(=O)NC1(CC1)C)N1CC(NCC1)C (E,E)-2-(methoxyimino)-3-((1-methyl-1H-pyrazol-4-yl)methyl)-N-(1-methylcyclopropyl)-8-(3-methylpiperazin-1-yl)-4-oxo-1,2,3,4-tetrahydroquinazoline-6-sulfonamide